N(=[N+]=[N-])CCOCCOCCOCCSC1=C2CNC(C2=CC=C1)=O 4-((2-(2-(2-(2-azidoethoxy)ethoxy)ethoxy)ethyl)thio)-1-oxoisoindolin